CN1C(=CC=2C(=NC(=CC21)C2=CC=C(C=C2)C2CCN(CC2)C(=O)OC(C)(C)C)C)C2=CC=C(C=C2)S(=O)(=O)C tert-butyl 4-(4-(1,4-dimethyl-2-(4-(methyl sulfonyl)phenyl)-1H-pyrrolo[3,2-c]pyridin-6-yl)phenyl)piperidine-1-carboxylate